Cl.COC=1C=C(CCN2CCC(CC2)N(C(=O)C=2OC=CC2)C2=CC=CC=C2)C=CC1 N-(1-(3-Methoxyphenethyl)piperidin-4-yl)-N-phenylfuran-2-carboxamide HCl